OC1C=C(C(C(C1)(C)C)C=CC(=CC=CC(=CC=CC=C(C=CC=C(C=CC1=C(CC(CC1(C)C)O)C)C)C)C)C)C 4-[18-(4-Hydroxy-2,6,6-trimethyl-cyclohex-2-enyl)-3,7,12,16-tetramethyl-octadeca-1,3,5,7,9,11,13,15,17-nonaenyl]-3,5,5-trimethyl-cyclohex-3-enol